(3R)-3-{[2-(4-methoxyphenyl)-7-(methylsulfanyl)[1,2,4]triazolo[1,5-c]quinazolin-5-yl]amino}azepan-2-one COC1=CC=C(C=C1)C1=NN2C(=NC=3C(=CC=CC3C2=N1)SC)N[C@H]1C(NCCCC1)=O